CN(CCN(C1=C(C=C(C(=C1)OC)NC1=NC=CC(=N1)C1=CN(C2=CC=CC=C12)CC#C)[N+](=O)[O-])C)C N1-(2-(dimethylamino)ethyl)-5-methoxy-N1-methyl-2-nitro-N4-(4-(1-(prop-2-yn-1-yl)-1H-indol-3-yl)pyrimidin-2-yl)benzene-1,4-diamine